N-[(1S)-1-(dicyclopropylmethyl)-2-[[5-(2,5-dimethyl-1-oxido-pyridin-1-ium-3-yl)-6-fluoro-2-pyridyl]amino]-2-oxo-ethyl]-3-isopropyl-triazole-4-carboxamide C1(CC1)C([C@@H](C(=O)NC1=NC(=C(C=C1)C=1C(=[N+](C=C(C1)C)[O-])C)F)NC(=O)C=1N(N=NC1)C(C)C)C1CC1